(S)-quinuclidin-3-yl (5-(2,4-dipropoxyphenyl)-2,2-dimethyl-2,3-dihydro-1H-inden-1-yl)carbamat C(CC)OC1=C(C=CC(=C1)OCCC)C=1C=C2CC(C(C2=CC1)NC(O[C@@H]1CN2CCC1CC2)=O)(C)C